ClC1=C(C=CC=C1C#N)N1CCN(CC1)C(=O)OC(C)(C)C tert-Butyl 4-(2-chloro-3-cyanophenyl)piperazine-1-carboxylate